3-(4-((3-acetoxy-3-methylazetidin-1-yl)methyl)-2-fluorophenyl)-azetidine-1-carboxylic acid tert-butyl ester C(C)(C)(C)OC(=O)N1CC(C1)C1=C(C=C(C=C1)CN1CC(C1)(C)OC(C)=O)F